6-ethyl-N-methyl-5-(3-methyl-1-methylsulfonyl-4-piperidyl)-1,1-dioxo-2H-thieno[3,2-e][1,2,4]thiadiazin-3-amine C(C)C1=C(C=2N=C(NS(C2S1)(=O)=O)NC)C1C(CN(CC1)S(=O)(=O)C)C